(S)-3-cyclopropyl-1-ethyl-1-(2,2,2-trifluoro-1-(5-methoxy-4-(8-methoxyimidazo[1,2-a]pyrazin-6-yl)pyridin-2-yl)ethyl)urea C1(CC1)NC(N([C@H](C(F)(F)F)C1=NC=C(C(=C1)C=1N=C(C=2N(C1)C=CN2)OC)OC)CC)=O